rel-(S)-8-(2-(azetidine-1-carbonyl)morpholino)-3-(5-(difluoromethyl)-1,3,4-thiadiazol-2-yl)-N-(1-methylcyclopropyl)imidazo[1,5-a]pyridine-6-sulfonamide N1(CCC1)C(=O)[C@H]1OCCN(C1)C=1C=2N(C=C(C1)S(=O)(=O)NC1(CC1)C)C(=NC2)C=2SC(=NN2)C(F)F |o1:6|